FC(C(=O)O)(F)F.ClC1=CC=C(C[C@H]2CO[C@H](CN2C2CCC(CC2)C=2N=NN(N2)C)CS(=O)(=O)C)C=C1 (2R,5S)-5-(4-chlorobenzyl)-4-(4-(2-methyl-2H-tetrazol-5-yl)cyclohexyl)-2-((methylsulfonyl)methyl)-morpholine 2,2,2-trifluoroacetate